2-trifluoromethylthio-6-methoxybenzo[d]thiazole FC(SC=1SC2=C(N1)C=CC(=C2)OC)(F)F